OCC1(CN(C1)C(=O)OC(C)(C)C)COCCCCCCCC\C=C/CCCCCCCC tert-butyl (Z)-3-(hydroxymethyl)-3-[(octadec-9-en-1-yloxy)methyl]azetidine-1-carboxylate